C(C1=CC=CC=C1)N(CCCS(=O)(=O)NC(NC1=C(C=C(C=C1C1=CC(=NC=C1)OC)F)C(C)C)=O)CC 3-(benzyl-(ethyl)amino)-N-((4-fluoro-2-isopropyl-6-(2-methoxypyridin-4-yl)phenyl)carbamoyl)propane-1-sulfonamide